FC1=C(C(=CC(=C1)O)F)C1CCN(CC1)C(=O)OC(C)(C)C tert-butyl 4-(2,6-difluoro-4-hydroxy-phenyl)piperidine-1-carboxylate